OC(CC(=O)OC)CCCCC(CCCCCCCCCCCC)O Methyl 3,8-dihydroxyeicosanoate